NC1=CC2=C(N(N=C2C(=C1C(=O)C1=C(C=CC(=C1)F)Cl)C#N)C)C#C[Si](C(C)C)(C(C)C)C(C)C 5-amino-6-[(2-chloro-5-fluorophenyl)carbonyl]-2-methyl-3-{[tri(prop-2-yl)silyl]ethynyl}indazole-7-carbonitrile